5-(2-ethoxy-3-pyridinyl)-1-isopropyl-3-methyl-N-(2H-tetrazol-5-ylmethyl)pyrazolo[4,3-b]pyridin-7-amine C(C)OC1=NC=CC=C1C1=CC(=C2C(=N1)C(=NN2C(C)C)C)NCC=2N=NNN2